ethyl 6-(2,8-dimethylimidazo[1,2-b]pyridazin-6-yl)-8-fluoro-imidazo[1,2-a]pyridine-2-carboxylate CC=1N=C2N(N=C(C=C2C)C=2C=C(C=3N(C2)C=C(N3)C(=O)OCC)F)C1